1-Undecyl-2-ethylpyrrolidinium chlorid [Cl-].C(CCCCCCCCCC)[NH+]1C(CCC1)CC